3-(5-(1-(2-(1H-pyrazol-1-yl)ethyl)piperidin-4-yl)-1-oxoisoindolin-2-yl)piperidine-2,6-dione N1(N=CC=C1)CCN1CCC(CC1)C=1C=C2CN(C(C2=CC1)=O)C1C(NC(CC1)=O)=O